C(#N)C1=CC=C(C=C1)C1=CC=CC=C1 p-cyanobiphenyl